C(#N)C=1C=NN2C1C(=CC(=C2)C=2C=NN(C2)[C@@H]2CN(CCC2)C(=O)OC(C)(C)C)SC2=NC=CC=C2C tert-butyl (3S)-3-[4-[3-cyano-4-[(3-methyl-2-pyridyl)sulfanyl]pyrazolo[1,5-a]pyridin-6-yl]pyrazol-1-yl]piperidine-1-carboxylate